C(C)(C)(C)[C@@H]1CC=2C=C3C(=NC2CC1)SC(=C3)C(=O)N[C@H](CCN3CCC(CC3)O)C3=CC=CC=C3 (6S)-6-tert-butyl-N-[(1R)-3-(4-hydroxypiperidin-1-yl)-1-phenylpropyl]-5,6,7,8-tetrahydrothieno[2,3-b]quinoline-2-carboxamide